(S)-5-(7,8-dimethyl-[1,2,4]triazolo[1,5-a]pyridin-6-yl)-6-isopropyl-2-(2-methyl-4-(tetrahydro-2H-pyran-4-yl)piperazin-1-yl)-4H-pyrrolo[3,2-d]thiazole CC1=C(C=2N(C=C1C1=C(C=3N=C(SC3N1)N1[C@H](CN(CC1)C1CCOCC1)C)C(C)C)N=CN2)C